O[C@@]1(COCC[C@H]1NC(OC(C)(C)C)=O)COC |r| rac-trans-tert-butyl (3-hydroxy-3-(methoxymethyl)tetrahydro-2H-pyran-4-yl)carbamate